4-[5-BROMO-2-(2,4-DICHLOROANILINO)THIAZOL-4-YL]-4-ETHOXYCARBONYL-HEXANOIC ACID BrC1=C(N=C(S1)NC1=C(C=C(C=C1)Cl)Cl)C(CCC(=O)O)(CC)C(=O)OCC